COC1=CC=C(C=C1)C=1C=C2C(=C(C(N(C2=NC1)CCN1CCOCC1)=O)C(=O)NC1CCC(CC1)C)C 6-(4-methoxyphenyl)-4-methyl-N-(4-methylcyclohexyl)-1-(2-morpholinoethyl)-2-oxo-1,2-dihydro-1,8-naphthyridine-3-carboxamide